C(#N)C1=CC(=C(COC2=CC=CC(=N2)C2=CC(=C(CC3=NC4=C(N3CC3CC3)C=C(C=C4)C(=O)OC)C=C2)F)C=C1)F methyl 2-(4-(6-((4-cyano-2-fluorobenzyl) oxy) pyridin-2-yl)-2-fluorobenzyl)-1-(cyclopropylmethyl)-1H-benzo[d]imidazole-6-carboxylate